(R)-N-(4-(3-((5-chloropyrimidin-2-yl)amino)pyrrolidine-1-carbonyl)-2-(2-(dimethylamino)ethoxy)phenyl)acrylamide ClC=1C=NC(=NC1)N[C@H]1CN(CC1)C(=O)C1=CC(=C(C=C1)NC(C=C)=O)OCCN(C)C